Cl.C(C)OC[C@H](NC)C(=O)OCC1=CC(=NC(=C1)Cl)Cl (2,6-Dichloropyridin-4-yl)methyl O-ethyl-N-methyl-L-serinate hydrochloride